[N+](=O)([O-])C1=C(C(=CC=C1)O)O 3-nitrobenzene-1,2-diol